(R)-5-bromo-N-(1-(2,4-dichlorophenyl)ethyl)-3-fluoro-2-nitroaniline BrC=1C=C(C(=C(N[C@H](C)C2=C(C=C(C=C2)Cl)Cl)C1)[N+](=O)[O-])F